1-(1-(1-(6-(4-(trifluoromethyl) phenyl) pyridin-3-yl) butyl)-1H-indazole-5-carboxamido) propionate C(CC)(=O)ONC(=O)C=1C=C2C=NN(C2=CC1)C(CCC)C=1C=NC(=CC1)C1=CC=C(C=C1)C(F)(F)F